N-((1s,4s)-4-((4-cyano-3-(trifluoromethyl)phenyl)amino)cyclohexyl)-1-(2,2,2-trifluoroethyl)-1H-pyrazole-4-carboxamide C(#N)C1=C(C=C(C=C1)NC1CCC(CC1)NC(=O)C=1C=NN(C1)CC(F)(F)F)C(F)(F)F